COC1=NC(=NC=C1CCC1COC1)N 4-methoxy-5-[2-(oxetan-3-yl)ethyl]Pyrimidin-2-amine